C(C)(=O)NC1=CC(=CC(=N1)N1CCN(CC1)C(=O)OC(C)(C)C)Br tert-butyl 4-(6-acetamido-4-bromopyridin-2-yl)piperazine-1-carboxylate